CN(CC(=O)NC1=C(C=CC(=C1)O)C)C 2-(dimethylamino)-N-(5-hydroxy-2-methylphenyl)acetamide